(2-(prop-1-en-2-yl)-6-(trifluoromethyl)pyridin-3-yl)methanol C=C(C)C1=NC(=CC=C1CO)C(F)(F)F